C(C1=CC=CC=C1)O[C@@H]1CO[C@H]2[C@@H]1OC[C@H]2OCCCO 3-(((3R,3aR,6R,6aR)-6-(benzyloxy)hexahydrofuro[3,2-b]furan-3-yl)oxy)propan-1-ol